CC/C=C\\C/C=C\\C/C=C\\CCCC/C=C\\CCCC(=O)O The molecule is an icosatetraenoic acid in which the four double bonds have Z configuration and are located at positions 5, 11, 14 and 17. It has a role as a plant metabolite. It is a conjugate acid of a (5Z,11Z,14Z,17Z)-icosatetraenoate.